N1C=CC2=C1NC1=CC=CC=C21 1,8-dihydropyrrolo[2,3-b]indole